3-(3-methyl-2-oxo-5-(4-(piperidin-4-yloxy)piperidin-1-yl)-2,3-dihydro-1H-benzo[d]imidazol-1-yl)piperidine-2,6-dione CN1C(N(C2=C1C=C(C=C2)N2CCC(CC2)OC2CCNCC2)C2C(NC(CC2)=O)=O)=O